CNC1=NC(=C(N=C1)C1=CC=CC=C1)C1=CC=CC=C1 N-methyl-5,6-diphenylpyrazin-2-amine